(E)-8-(2-ethoxyvinyl)-9-fluoro-1-carbonyl-6,7-dihydro-1H,5H-pyrido[3,2,1-ij]quinoline-3-carboxylic acid C(C)O/C=C/C1=C(C=C2C(C=C(N3C2=C1CCC3)C(=O)O)=C=O)F